C1(CC1)NS(=O)(=O)C1=CC=C(C=C1)NC(=O)C=1C=CC2=C(N(C(=N2)C(C(F)(F)F)(C2=CC=CC=C2)O)CC)C1 N-(4-(N-cyclopropylsulfamoyl)phenyl)-1-ethyl-2-(2,2,2-trifluoro-1-hydroxy-1-phenylethyl)-1H-benzo[d]imidazole-6-carboxamide